5-chloro-N-((1S,2R)-2-(6-fluoro-2,3-dimethylphenyl)-1-(5-oxo-4,5-dihydro-1,3,4-oxadiazol-2-yl)propyl)-4-hydroxy-4-methyl-d3-chroman-8-sulfonamide ClC1=C2C(CCOC2=C(C=C1)S(=O)(=O)N[C@@H]([C@H](C)C1=C(C(=CC=C1F)C)C)C=1OC(NN1)=O)(C([2H])([2H])[2H])O